2-((5-(2-(1-amino-4-methylpentan-3-yl)-2,6-diazaspiro[3.4]oct-6-yl)-1,2,4-triazin-6-yl)oxy)-N-ethyl-5-fluoro-N-isopropylbenzamide hydrochloride Cl.NCCC(C(C)C)N1CC2(C1)CN(CC2)C=2N=CN=NC2OC2=C(C(=O)N(C(C)C)CC)C=C(C=C2)F